C(=O)O.C(#N)C1=CC(=NC(=C1C1=CC(=C(C=C1)OC)O)C1=CC(=C(C=C1)C#N)F)N1CCC(CC1)NCC=1C=NC(=NC1)/C=C/C(=O)NO (E)-3-(5-(((1-(4-Cyano-6-(4-cyano-3-fluorophenyl)-5-(3-hydroxy-4-methoxyphenyl)pyridin-2-yl)piperidin-4-yl)amino)methyl)pyrimidin-2-yl)-N-hydroxyacrylamide formate